2,1-dichloro-phenylbutyrate ClC1C(C=CC=C1)(Cl)OC(CCC)=O